ClC1=C(C=C(C=C1)C1=NOC(=N1)C=1C=C2C(=NC1)OC([C@H](C2)O)(C)C)C (3S)-6-[3-(4-chloro-3-methyl-phenyl)-1,2,4-oxadiazol-5-yl]-2,2-dimethyl-3,4-dihydropyrano[2,3-b]pyridin-3-ol